5-[3-fluoro-4-(4-fluoro-4-methylpiperidin-1-yl)phenyl]-3,6-dihydro-2H-1,3,4-oxadiazin-2-one FC=1C=C(C=CC1N1CCC(CC1)(C)F)C1=NNC(OC1)=O